5-cyclopropyl-N-(2-(((S)-1-((1,3-dioxoisoindolin-2-yl)methyl)-2-((1R,2S)-2-(methylcarbamoyl)cyclohexane-1-carbonyl)-1,2,3,4-tetrahydroisoquinolin-8-yl)oxy)ethyl)isoxazole-3-carboxamide C1(CC1)C1=CC(=NO1)C(=O)NCCOC=1C=CC=C2CCN([C@@H](C12)CN1C(C2=CC=CC=C2C1=O)=O)C(=O)[C@H]1[C@H](CCCC1)C(NC)=O